Cl.CN methylamine HCl salt